ClC=1C(=CC(=C(C1)C1C2(CN3C(NC(C4=CC(=CC(=C34)S1)C(F)(F)F)=O)=O)CC2)F)F (5-chloro-2,4-difluorophenyl)-10'-(trifluoromethyl)-2'H,4'H,6'H-spiro[cyclopropane-1,3'-[1,4]thiazepino[2,3,4-ij]quinazoline]-6',8'(7'H)-dione